N-(4-fluoro-3-((5-(3-fluorophenyl)-2-((1-methyl-1H-pyrazol-4-yl)amino)pyrimidin-4-yl)amino)phenyl)acrylamide FC1=C(C=C(C=C1)NC(C=C)=O)NC1=NC(=NC=C1C1=CC(=CC=C1)F)NC=1C=NN(C1)C